N-[(1S)-1-Cyclohexyl-2-oxo-2-[(2-oxospiro[1H-indole-3,4'-oxane]-6-yl)amino]ethyl]-2,5-dimethylthiazole-4-carboxamide C1(CCCCC1)[C@@H](C(NC1=CC=C2C(=C1)NC(C21CCOCC1)=O)=O)NC(=O)C=1N=C(SC1C)C